[N+](=O)([O-])C=1C=C(C=C2C(C3=CC=CC=C3C2=O)=O)C=CC1 2-(3-nitrobenzylidene)-1H-indene-1,3(2H)-dione